3-hydroxy-5-(trifluoromethoxy)benzoic acid OC=1C=C(C(=O)O)C=C(C1)OC(F)(F)F